C(C)(=O)OC=1C=CC=C2C(=CNC12)CCN(CCC)CC 3-(2-(ethyl (propyl) amino) ethyl)-1H-indol-7-yl acetate